COC(C(C(C)C)N=[N+]=[N-])=O 2-Azido-3-methylbutyric acid methyl ester